3-((2-Methyl-1,3-thiazol-4-yl)ethynyl)pyridine CC=1SC=C(N1)C#CC=1C=NC=CC1